5-((5-(3-(((1R,3S)-3-aminocyclopentyl)oxy)-5-methoxypyridin-4-yl)-1H-pyrazol-3-yl)amino)pyrazine-2-carbonitrile formate salt C(=O)O.N[C@@H]1C[C@@H](CC1)OC=1C=NC=C(C1C1=CC(=NN1)NC=1N=CC(=NC1)C#N)OC